FC=1C(=NC(=NC1)NC1=NC=C(C=C1)C1CCN(CC1)C)C1=C(C=2C(N(CC3(C2S1)CCC3)C)=O)C 2'-(5-Fluoro-2-((5-(1-methyl-piperidin-4-yl)pyridin-2-yl)amino)pyrimidin-4-yl)-3',5'-dimethyl-5',6'-dihydro-4'H-spiro[cyclobutane-1,7'-thieno[3,2-c]pyridin]-4'-one